C(C)C1=C(C(=C(O1)CC)C(=O)O)C(=O)O diethyl-furan-3,4-dicarboxylic acid